((7-fluoro-1,5-dimethyl-4-oxo-4,5-dihydro-1H-pyrrolo[3,2-c]pyridin-3-yl)amino)-6-((5-fluoropyridin-2-yl)amino)-N-(methyl-d3)nicotinamide FC=1C2=C(C(N(C1)C)=O)C(=CN2C)NC2=C(C(=O)NC([2H])([2H])[2H])C=CC(=N2)NC2=NC=C(C=C2)F